C(C=C)([2H])([2H])OC1OCCCC1 2-((prop-2-en-1-yl-1,1-d2)oxy)tetrahydro-2H-pyran